[(3-chloro-2-fluorophenyl)amino]-2-(3-{[(2S)-1-(prop-2-enoyl)pyrrolidin-2-yl]methoxy}pyridin-4-yl)-1H,5H,6H,7H-pyrrolo[3,2-c]pyridin-4-one ClC=1C(=C(C=CC1)NN1C(=CC=2C(NCCC21)=O)C2=C(C=NC=C2)OC[C@H]2N(CCC2)C(C=C)=O)F